(3R)-3-[(S)-amino(phenyl)methyl]-7-(1-methylpyrazol-4-yl)-3,4-dihydro-1H-pyrido[2,3-b]pyrazin-2-one N[C@H]([C@@H]1C(NC2=C(N1)N=CC(=C2)C=2C=NN(C2)C)=O)C2=CC=CC=C2